NC=1C=C(C=C(C1)F)S(=O)(=O)NC(C)(C)C 3-amino-N-(tert-butyl)-5-fluorobenzenesulfonamide